1-cyclopropyl-1-(trimethylsiloxy)ethylene C1(CC1)C(=C)O[Si](C)(C)C